NC1=C(SC=2N=C(SC21)C)C(=O)N[C@@H]2CC=1C=CC(=NC1CC2)N2CCNCC2 6-Amino-2-methyl-N-[(6S)-2-(piperazin-1-yl)-5,6,7,8-tetrahydroquinolin-6-yl]thieno[2,3-d][1,3]thiazole-5-carboxamide